N-[(1R)-1-[4-Benzyloxy-3-methoxy-5-(1-methylpyrazol-4-yl)phenyl]ethyl]-2-methyl-5-[(1R,5S)-8-methyl-3,8-diazabicyclo[3.2.1]octan-3-yl]benzamide C(C1=CC=CC=C1)OC1=C(C=C(C=C1C=1C=NN(C1)C)[C@@H](C)NC(C1=C(C=CC(=C1)N1C[C@H]2CC[C@@H](C1)N2C)C)=O)OC